N1C=CC2=CC=C(C=C12)C(=O)N1CC2(C1)CN(C[C@@H]2C2=CC=CC=C2)C(C=C)=O (R)-1-(2-(1H-Indole-6-carbonyl)-8-phenyl-2,6-diazaspiro[3.4]octan-6-yl)prop-2-en-1-one